N1=CN=CC2=C1NC(C2)=O 5H-pyrrolo[2,3-d]pyrimidin-6-one